COC=1C=C(C=CC1OC)C1=CC=NC=2N1N=C(C2)C(=O)NC2=CC=C(C=C2)NC(CNC(OC(C)(C)C)=O)=O tert-butyl (2-((4-(7-(3,4-dimethoxyphenyl)pyrazolo[1,5-a]pyrimidine-2-carboxamido)phenyl) amino)-2-oxoethyl)carbamate